N-(2-(3-((2-(4-methoxypiperidin-1-yl)pyrimidin-4-yl)amino)-8-((2R,3S)-2-methyl-3-((methylsulfonyl)methyl)azetidin-1-yl)isoquinolin-5-yl)propyl)acrylamide COC1CCN(CC1)C1=NC=CC(=N1)NC=1N=CC2=C(C=CC(=C2C1)C(CNC(C=C)=O)C)N1[C@@H]([C@H](C1)CS(=O)(=O)C)C